CC1(CC(C1)NC=1N=CC2=C(N1)NC=C2C=2C=C1N=CC=NC1=CC2)N2C(CCC2)=O 1-((1s,3s)-1-methyl-3-((5-(quinoxalin-6-yl)-7H-pyrrolo[2,3-d]pyrimidin-2-yl)amino)cyclobutyl)pyrrolidin-2-one